COC1=NC(=NC(=C1)OC)OC1=CC=C(C=O)C=C1 4-(4,6-dimethoxypyrimidine-2-oxy)benzaldehyde